ClC=1C=C(C=CC1)C1=CC2=C(O[C@H](CN2S(=O)(=O)C2=CC(=CC=C2)C(F)(F)F)CCC(=O)N2CCS(CC2)(=O)=O)C=C1 (S)-3-(6-(3-chlorophenyl)-4-((3-(trifluoromethyl)phenyl)sulfonyl)-3,4-dihydro-2H-benzo[b][1,4]-oxazin-2-yl)-1-(1,1-dioxidothio-morpholino)propan-1-one